(1-hydroxynaphthalen-2-yl)boric acid OC1=C(C=CC2=CC=CC=C12)OB(O)O